(Sa)-6-aminospiro[3.3]heptane-2-carboxylic acid methyl ester COC(=O)C1CC2(C1)CC(C2)N